1-(4-(5-(difluoromethyl)-1,3,4-oxadiazole-2-yl)-2-fluorobenzyl)-6-fluoro-3-(1-methylpiperidine-4-yl)-5-(pyridine-4-yl)-1,3-dihydro-2H-benzo[d]imidazole-2-one FC(C1=NN=C(O1)C1=CC(=C(CN2C(N(C3=C2C=C(C(=C3)C3=CC=NC=C3)F)C3CCN(CC3)C)=O)C=C1)F)F